5-(1-((1R,3S)-3-aminocyclohexyl)-2-(2-fluorophenyl)-1H-imidazo[4,5-c]pyridin-6-yl)-1,3,4-oxadiazol-2(3H)-one N[C@@H]1C[C@@H](CCC1)N1C(=NC=2C=NC(=CC21)C2=NNC(O2)=O)C2=C(C=CC=C2)F